NCCCCCC=1C=CC=C2C=C(N(C12)CC1CC1)C1=NC2=C(N1C)C(=CC(=C2)C(=O)N2[C@@H]1CC[C@H](C2)[C@H]1N)OC (1R,4R,7R)-2-{2-[7-(5-aminopentyl)-1-(cyclopropylmethyl)-1H-indol-2-yl]-7-methoxy-1-methyl-1H-1,3-benzodiazole-5-carbonyl}-2-azabicyclo[2.2.1]heptan-7-amine